5-fluoro-4-(3-oxo[1,2,4]triazolo[4,3-a]pyridin-2(3H)-yl)-2-[(2S)-pent-2-yloxy]benzoic acid FC=1C(=CC(=C(C(=O)O)C1)O[C@@H](C)CCC)N1N=C2N(C=CC=C2)C1=O